C(C)N(C([S-])=S)CC.C(C)N(C([S-])=S)CC.C(C)N(C([S-])=S)CC.C(C)N(C([S-])=S)CC.[Mo+4] molybdenum tetra(diethyl dithiocarbamate)